N-((5-Iodo-2-methylphenyl)(propyl)carbamothioyl)benzamide IC=1C=CC(=C(C1)N(C(=S)NC(C1=CC=CC=C1)=O)CCC)C